N1=C(N=CC=C1)C#CC=1C=C(OC2=C(N=NN2)C(=O)O)C=CC1 5-(3-(pyrimidin-2-ylethynyl)phenoxy)-1H-1,2,3-triazole-4-carboxylic acid